NC1=NC=2C(=CC(=CC2C=2N1N=C(N2)[C@H]2C[C@H](C2)C2=CC=C(C=C2)C(C)(C)O)F)OC 2-{4-[cis-3-(5-amino-9-fluoro-7-methoxy[1,2,4]triazolo[1,5-c]quinazolin-2-yl)cyclobutyl]phenyl}propan-2-ol